ClC=1C=C2C(=C(N(C2=CC1Cl)C)C1=NC(=NN1)C(F)(F)F)C=1C=NNC1 5,6-dichloro-1-methyl-3-(1H-pyrazol-4-yl)-2-(3-(trifluoromethyl)-1H-1,2,4-triazol-5-yl)-1H-indole